ClC1=C(C=CC=C1)NC=O (E)-N-(2-chlorophenyl)carboxamide